5-hydroxy-1-(2,2,2-trifluoroethyl)-1H-pyrazole-4-carboxylic acid ethyl ester C(C)OC(=O)C=1C=NN(C1O)CC(F)(F)F